(p-Azidosalicylamido)-4-(iodoacetamido)butane (1S,2R)-methyl-1-(tert-butoxycarbonylamino)-2-vinyl-cyclopropanecarboxylate COC(=O)[C@]1([C@H](C1)C=C)NC(=O)OC(C)(C)C.N(=[N+]=[N-])C=1C=C(C(C(=O)NCCCCNC(CI)=O)=CC1)O